[C@@H]12OC[C@@H](N(C1)C1=C3C=C(C(N(C3=CC(=N1)N1C3=C(N(CC1)C)C=C(N=C3)C=3C=NN(C3)C)C)=O)C)C2 5-((1S,4S)-2-oxa-5-azabicyclo[2.2.1]heptan-5-yl)-1,3-dimethyl-7-(1-methyl-7-(1-methyl-1H-pyrazol-4-yl)-2,3-dihydropyrido[3,4-b]pyrazin-4(1H)-yl)-1,6-naphthyridin-2(1H)-one